C(CCCCCCCC)(=O)OCC(COC(CCCCCCCC)=O)(COC(CCCCCCCC)=O)CO[Si](C)(C)C(C)(C)C 2-(((tert-butyldimethylsilyl)oxy)methyl)-2-((nonanoyloxy)methyl)propane-1,3-diyl dinonanoate